1-[4-bromo-2-(ethoxymethyl)-5-phenyl-1H-imidazol-1-yl]-2-methylpropan-2-ol BrC=1N=C(N(C1C1=CC=CC=C1)CC(C)(O)C)COCC